C(C)N(CCCNC1=CC=C(C(=O)NC2=CC(=NN2)C2=CC=C(S2)C(=O)N)C=C1)CC 5-(5-(4-(3-(diethylamino)propylamino)benzoylamino)-1H-pyrazol-3-yl)thiophene-2-carboxamide